2,6-dichloro-N-methoxy-N-methylpyrimidine-4-carboxamide ClC1=NC(=CC(=N1)C(=O)N(C)OC)Cl